lithium 2-methylbiphenyl CC1=C(C=CC=C1)C1=CC=CC=C1.[Li]